2-(6-trifluoromethylbenzo[d]thiazol-2-yl)phenylamine FC(C1=CC2=C(N=C(S2)C2=C(C=CC=C2)N)C=C1)(F)F